acrylamide L-(+)-tartrate C(=O)(O)[C@H](O)[C@@H](O)C(=O)O.C(C=C)(=O)N